[Br-].C(C1=CC=CC=C1)N1C=[N+](C2=C1C=CC=C2)C(C)C 1-Benzyl-3-isopropyl-1H-benzo[d]imidazol-3-ium bromide